C1(=CC=C(C=C1)[Mg]Cl)C p-toluyl-magnesium chloride